C(=C\CCCCCCCC)/SCCNC(CCNC([C@@H](C(COP(OP(OC[C@@H]1[C@H]([C@H]([C@@H](O1)N1C=NC=2C(N)=NC=NC12)O)OP(=O)(O)O)(=O)O)(=O)O)(C)C)O)=O)=O trans-decenyl-CoA